C(C1=CC=CC=C1)N1C=C(C=C(C1=O)Cl)C=O 1-BENZYL-5-CHLORO-6-OXO-1,6-DIHYDRO-3-PYRIDINECARBALDEHYDE